2-((6-(((4-(methylamino)pyridin-2-yl)amino)methyl)imidazo[1,2-a]pyridin-2-yl)methyl)-5-phenyl-2,7-naphthyridin-1(2H)-one CNC1=CC(=NC=C1)NCC=1C=CC=2N(C1)C=C(N2)CN2C(C1=CN=CC(=C1C=C2)C2=CC=CC=C2)=O